COCC(=O)N1CCC(CC1)C(=O)N1N=CCC1C1=CC=CC=C1 2-methoxy-1-(4-(5-phenyl-4,5-dihydro-1H-pyrazole-1-carbonyl)piperidin-1-yl)ethanone